3-fluoro-4-(hydroxymethyl)-5-(2-methyl-1H-benzimidazol-5-yl)benzoic acid FC=1C=C(C(=O)O)C=C(C1CO)C1=CC2=C(NC(=N2)C)C=C1